The molecule is a 7-deazaguanosine ribonucleoside that has 7-carbamoyl-7-deazaguanine as the nucleobase. It is present in archaeal tRNA and has also been found in bacterial DNA. It is a 7-deazaguanine ribonucleoside and a primary carboxamide. It derives from a 7-carboxy-7-deazaguanine and an archaeosine. C1=C(C2=C(N1[C@H]3[C@@H]([C@@H]([C@H](O3)CO)O)O)N=C(NC2=O)N)C(=O)N